hydroxy-1,7-diphenyl-3-heptanone OC(CC(CCCCC1=CC=CC=C1)=O)C1=CC=CC=C1